F[B-](F)(F)F.C[N+]1=CNC=C1 3-methylimidazolium tetrafluoroborate salt